CN(CCN1N=CC(=C1)N(C(=O)C1=C(N(C(=C1)C=1C=C2CCNCC2=CC1C(=O)N1CC2=CC=CC=C2C[C@H]1C)C)C)C1=CC=CC=C1)C N-[1-[2-(dimethylamino)ethyl]pyrazol-4-yl]-1,2-dimethyl-5-[7-[(3R)-3-methyl-3,4-dihydro-1H-isoquinoline-2-carbonyl]-1,2,3,4-tetrahydroisoquinolin-6-yl]-N-phenyl-pyrrole-3-carboxamide